2-methyl-2-{3-[3-methyl-1-(oxan-2-yl)-1H-pyrazol-5-yl]-5-[(3R)-3-methylmorpholin-4-yl]-[1,2]thiazolo[4,5-b]pyridin-7-yl}propanenitrile CC(C#N)(C)C1=C2C(=NC(=C1)N1[C@@H](COCC1)C)C(=NS2)C2=CC(=NN2C2OCCCC2)C